ethyl 5-[2-fluoro-5-[[6-oxo-4-(trifluoromethyl)-1H-pyridine-3-carbonyl] amino]-4-[rac-(3R,5S)-3,4,5-trimethylpiperazin-1-yl]phenyl]-3,6-dihydro-2H-pyridine-1-carboxylate FC1=C(C=C(C(=C1)N1C[C@H](N([C@H](C1)C)C)C)NC(=O)C1=CNC(C=C1C(F)(F)F)=O)C1=CCCN(C1)C(=O)OCC |r|